4-(7-bromo-2-chloro-8-methyl-quinazolin-4-yl)-1,4-oxaazepan-5-one BrC1=CC=C2C(=NC(=NC2=C1C)Cl)N1CCOCCC1=O